CC1=CC=C(C=N1)CN1N=C2C3=C(C=CC2=C1)OC(=C3C(F)(F)F)C(=O)NC[C@H]3OCCC3 2-[(6-methylpyridin-3-yl)methyl]-N-{[(2S)-tetrahydrofuran-2-yl]methyl}-8-(trifluoromethyl)-2H-furo[2,3-g]indazole-7-carboxamide